BrC=1C=C(C(=C(C1)OC)C)C 5-Bromo-1-methoxy-2,3-dimethylbenzene